ClC1=CC(=NC2=C1N=NN(C2=O)C)C=2CCO[C@H](C2)C=2C=NN(C2)C2CC2 8-chloro-6-[(6R)-6-(1-cyclopropylpyrazol-4-yl)-3,6-dihydro-2H-pyran-4-yl]-3-methyl-pyrido[3,2-d]triazin-4-one